C1(=CC=CC=C1)C1=C(C=CC=C1)[Si](OCC)(OCC)OCC 2-phenylphenyltriethoxysilane